C(C1=CC=CC=C1)OC1=C2C(=CNC2=CC=C1)C1CN(CC1)CCCN1N=CC(=N1)C1CC1 4-(benzyloxy)-3-(1-(3-(4-cyclopropyl-2H-1,2,3-triazol-2-yl)propyl)pyrrolidin-3-yl)-1H-indole